2-(1-methylethyl)-9H-thioxanthone CC(C)C1=CC=2C(C3=CC=CC=C3SC2C=C1)=O